COC1=NC=C(C=N1)C1CN(C1)C1C(CCCC1)OC=1C=C2CN(C(C2=CC1)=O)C1C(NC(CC1)=O)=O 3-(5-((2-(3-(2-methoxypyrimidin-5-yl)azetidin-1-yl)cyclohexyl)oxy)-1-oxoisoindolin-2-yl)piperidine-2,6-dione